(1-hydroxycyclohexyl)[4-(2-hydroxyethoxy)phenyl]methanone tert-butyl-cyclopropyl(7-fluoro-4-hydroxyquinolin-6-yl)carbamate C(C)(C)(C)OC(N(C=1C=C2C(=CC=NC2=CC1F)O)C1CC1)=O.OC1(CCCCC1)C(=O)C1=CC=C(C=C1)OCCO